ClC=1C=C(C=C(C1OC=1C(=C2C3(C(NC2=CC1)=O)CCC3)C)Cl)N3N=C(C(NC3=O)=O)C#N 2-(3,5-dichloro-4-((4'-methyl-2'-oxospiro[cyclobutane-1,3'-indolin]-5'-yl)oxy)phenyl)-3,5-dioxo-2,3,4,5-tetrahydro-1,2,4-triazine-6-carbonitrile